FC=1C=C(C=CC1O)CC1=C(C(=CC(=C1)F)CC1=CC(=C(C=C1)O)F)O 2,6-bis[(3-fluoro-4-hydroxyphenyl)methyl]-4-fluorophenol